FC=1C=C(COC=2C=C3N(C(N2)=O)CC2N3COC2)C=C(C1OC=1C=NN(C1)C(F)(F)F)F 6-((3,5-difluoro-4-((1-(trifluoromethyl)-1H-pyrazol-4-yl)oxy)benzyl)oxy)-10,10a-dihydro-1H-oxazolo[3',4':3,4]imidazo[1,2-c]pyrimidin-8(3H)-one